CC(=O)N[C@@H]1[C@H]([C@@H]([C@H](O[C@H]1OC[C@@H]2[C@@H]([C@@H]([C@H](C(O2)O)NC(=O)C)OS(=O)(=O)O)O)CO)O)O The molecule is an amino disaccharide that is 2-acetamido-3-O-sulfo-D-galactopyranose in which the hydroxy group at position 6 has been converted into the corresponding 2-acetamido-beta-D-glucopyranoside. It is an amino disaccharide, a member of acetamides and an oligosaccharide sulfate. It derives from a beta-D-GlcpNAc-(1->6)-D-GalpNAc.